di-tert.-butyl-(4-dimethylaminophenyl)-phosphine C(C)(C)(C)P(C1=CC=C(C=C1)N(C)C)C(C)(C)C